3-{[1-({(3R,4R)-1-[(1-benzyl-1H-pyrrol-2-yl)carbonyl]-3-phenylpiperidin-4-yl}carbonyl)-4-hydroxypiperidin-4-yl]methyl}-7-methyl-3,7-dihydro-4H-pyrrolo[2,3-d]pyrimidin-4-one C(C1=CC=CC=C1)N1C(=CC=C1)C(=O)N1C[C@H]([C@@H](CC1)C(=O)N1CCC(CC1)(O)CN1C=NC2=C(C1=O)C=CN2C)C2=CC=CC=C2